CS(=O)(=O)CCC(C)=O 4-(methylsulfonyl)butan-2-one